S1C(=NC=C1)C(=S)NC(C=CC1=CC=CC=C1)=O N-[(thiazol-2-yl)carbothioyl]-3-phenylacrylamide